CC1=NC(=CC(=C1)C=1C(=C(C(=C(C1N1C2=CC=CC=C2C=2C=C(C=CC12)C)N1C2=CC=CC=C2C=2C=C(C=CC12)C)N1C2=CC=CC=C2C=2C=C(C=CC12)C)C=1SC2=C(N1)C=CC=C2)N2C1=CC=CC=C1C=1C=C(C=CC21)C)C 2-(3-(2,6-dimethylpyridin-4-yl)-2,4,5,6-tetrakis(3-methyl-9H-carbazol-9-yl)phenyl)benzo[d]thiazole